ClC1=C(C2=C(NC(=N2)C2(N(CCC2)C(=O)C2=C(C=CC(=C2)OC)N2N=CC=N2)C)C=C1)C (2-(5-chloro-4-methyl-1H-benzo[d]imidazol-2-yl)-2-methylpyrrolidin-1-yl)(5-methoxy-2-(2H-1,2,3-triazol-2-yl)phenyl)methanone